7-methyl-2-((6-methylbenzo[c][1,2,5]thiadiazol-5-yl)amino)-9-(2-oxaspiro[3.5]nonane-7-yl)-7,9-dihydro-8H-purin-8-one CN1C(N(C2=NC(=NC=C12)NC1=CC=2C(=NSN2)C=C1C)C1CCC2(COC2)CC1)=O